C(#C)C1C2COCC12 6-ethynyl-3-oxabicyclo[3.1.0]hexane